methyl 3-[(2,4-dichloropyrimidin-5-yl)methanesulfonyl]propanoate ClC1=NC=C(C(=N1)Cl)CS(=O)(=O)CCC(=O)OC